C(CCS)S Propane-1,3-dithiol